(4-(((tert-butoxycarbonyl) amino) methyl) phenyl) carbamate C(N)(OC1=CC=C(C=C1)CNC(=O)OC(C)(C)C)=O